4-(4-((5-cyclopropyl-1H-pyrazol-3-yl)amino)quinazolin-2-yl)-N-ethylpiperazine-1-carboxamide C1(CC1)C1=CC(=NN1)NC1=NC(=NC2=CC=CC=C12)N1CCN(CC1)C(=O)NCC